C(C)N(C=1C=C(C=CC1)C)CC1=CC=C(C=C1)S(=O)(=O)O 4-((ethyl-(m-tolyl)amino)methyl)benzenesulfonic acid